[Si](C)(C)(C(C)(C)C)OC[C@H]1N(C[C@H](C1(F)F)NS(=O)(=O)C1CC1)C(=O)OC(C)(C)C tert-butyl (2R,4R)-2-({[tert-butyl (dimethyl) silyl]oxy}methyl)-4-[(cyclopropanesulfonyl)amino]-3,3-difluoropyrrolidine-1-carboxylate